C(C)(C)(C)N1N=CC=2C(N(CCC21)CC2=C(C=C(C=C2)C2=C(C=NC=C2)N2CCN(CC2)C(\C=C\CN(C)C)=O)C)=O (E)-1-(tert-butyl)-5-(4-(3-(4-(4-(dimethylamino)but-2-enoyl)piperazin-1-yl)pyridin-4-yl)-2-methylbenzyl)-1,5,6,7-tetrahydro-4H-pyrazolo[4,3-c]pyridin-4-one